[Cl-].[Cl-].BrC=1C=C(C=CC1)C(=[Zr+2](C1=CC=CC2=C3C(=C4C=5C=CC=CC5CC4=C21)C=CC=C3)C3C=CC=C3)C3=CC(=CC=C3)Br di-(m-bromophenyl)methylene(cyclopentadienyl)(dibenzofluorenyl)zirconium dichloride